1-((R)-4-((5-(1-((R)-1,1-difluoropropan-2-yl)-1H-benzo[d][1,2,3]triazol-6-yl)-6-fluoro-4-methoxypyrrolo[2,1-f][1,2,4]triazin-2-yl)amino)-3,3-difluoropyrrolidin-1-yl)ethan-1-one FC([C@@H](C)N1N=NC2=C1C=C(C=C2)C=2C(=CN1N=C(N=C(C12)OC)N[C@H]1C(CN(C1)C(C)=O)(F)F)F)F